3-cyano-N-(3-(1-(difluoromethyl)-1H-pyrazol-4-yl)-1H-indazol-5-yl)-2,6-difluorobenzamide C(#N)C=1C(=C(C(=O)NC=2C=C3C(=NNC3=CC2)C=2C=NN(C2)C(F)F)C(=CC1)F)F